4-Chloro-7-[(3S)-3-{4-[4-({4-[4-(2,4-dioxo-1,3-diazinan-1-yl)-1H-indol-1-yl]piperidin-1-yl}methyl)piperidin-1-yl]phenyl}piperidin-1-yl]-1H-indole-3-carbonitrile ClC1=C2C(=CNC2=C(C=C1)N1C[C@@H](CCC1)C1=CC=C(C=C1)N1CCC(CC1)CN1CCC(CC1)N1C=CC2=C(C=CC=C12)N1C(NC(CC1)=O)=O)C#N